C([C@H](O)C1=CC=CC=C1)(=O)O.C1[C@@H](CCC2=CC=CC=C12)N (R)-1,2,3,4-tetrahydronaphthalen-2-amine R-mandelate